ClC1=CC=C(OC(C(C(=O)O)(C)C)CC)C=C1 (4-chlorophenoxy)-2,2-dimethylpentanoic acid